CC1(OC2=CC(=CC=C2C2=C1C=C(C=C2)O[Si](C)(C)C(C)(C)C)O[Si](C)(C)C(C)(C)C)C ((6,6-dimethyl-6H-benzo[c]chromen-3,8-diyl)bis(oxy))bis(t-butyldimethylsilane)